C(C)N(C)[SiH2]C=C(C)C (N-ethylmethylamino)dimethylvinylsilane